NC1=CC(=NC(=C1)N(CCC)CC1=CC=CC=C1)C1=C(C=CC=C1)S(=O)(=O)NC(C)(C)C 2-(4-amino-6-(benzyl-(propyl)amino)pyridin-2-yl)-N-(tert-butyl)benzenesulfonamide